C1(C(CCCC1)S)S cyclohexane-1,2-dithiol